Methyl 1-[(2-chlorophenyl)methyl]-5-[3-[(propan-2-yl)-carbamoyl]phenyl]-1H-pyrazol-3-carboxylate ClC1=C(C=CC=C1)CN1N=C(C=C1C1=CC(=CC=C1)C(NC(C)C)=O)C(=O)OC